2-(phenyl)imidazolium triflate [O-]S(=O)(=O)C(F)(F)F.C1(=CC=CC=C1)C=1NC=C[NH+]1